BrCCOCC 1-bromo-2-ethoxy-ethane